CC1(OB(OC1(C)C)C=1C=C(C=CC1)CCC(=O)O)C 3-[3-(4,4,5,5-tetramethyl-1,3,2-dioxaborolan-2-yl)phenyl]propanoic acid